BrC=1C(C(=CN2C=CC(=CC12)Cl)Br)=O 1,3-dibromo-8-chloro-2H-quinolizin-2-one